Tert-Butyl N-[(trifluoromethyl)sulfonyl]-L-valinate FC(S(=O)(=O)N[C@@H](C(C)C)C(=O)OC(C)(C)C)(F)F